NCC1=NC(=NN1C=1C=CC(=C(C(=O)OC)C1)Cl)C methyl 5-[5-(aminomethyl)-3-methyl-1H-1,2,4-triazol-1-yl]-2-chlorobenzoate